ClC1=NC(=NC(=N1)NC1=CC=CC2=CC=CC=C12)NC1=CC(=CC=C1)C(F)(F)F 6-Chloro-N2-(naphthalen-1-yl)-N4-(3-(trifluoromethyl)phenyl)-1,3,5-triazine-2,4-diamine